Cl.C12N(CC(NC1)C2)C(=O)C2=C(C(=CC=C2)C)C 2,5-diazabicyclo[2.2.1]hept-2-yl-(2,3-dimethylphenyl)methanone hydrochloride